N1(CCC1)C1=NC=CC=C1COC=1C=CC2=C(C(=C(O2)C)C(=O)NC2C(N(CC2)CCO)=O)C1 5-((2-(azetidin-1-yl)pyridin-3-yl)methoxy)-N-(1-(2-hydroxyethyl)-2-oxopyrrolidin-3-yl)-2-methylbenzofuran-3-carboxamide